NS1SC2=C(N1)C=CC(=C2)N 2,6-diaminobenzo-dithiazole